ClC1=NC=2CCCC(C2C(=N1)SC)=O 2-chloro-4-(methylthio)-7,8-dihydroquinazolin-5(6H)-one